C(C)C1(OC2=CC=C(C=C2C(C1)=O)C1=NC(=NS1)C1=C(C=CC=C1)OC)CC 2,2-diethyl-6-(3-(2-methoxyphenyl)-1,2,4-thiadiazol-5-yl)chroman-4-one